[Co](Cl)Cl.CC1=C(NC(C)[N+]2=CC=CC=C2C(C)NC2=C(C=C(C=C2C2CCCCCCCCCCC2)C(C2=CC=CC=C2)C2=CC=CC=C2)C(C2=CC=CC=C2)C2=CC=CC=C2)C(=CC(=C1)C)C (1-(2,4,6-trimethylanilino)ethyl)-6-(1-(2,4-bis-benzhydryl-6-cyclododecylanilino)ethyl)pyridinium cobalt chloride